3-(7-azaspiro[3.5]nonan-2-yl)-6-[2-cyano-3-[[ethyl(methyl)sulfamoyl]amino]phenoxy]-4-oxo-quinazoline C1C(CC12CCNCC2)N2C=NC1=CC=C(C=C1C2=O)OC2=C(C(=CC=C2)NS(N(C)CC)(=O)=O)C#N